(S)-6-((3-fluorophenyl)ethynyl)-10,10a-dihydro-1H-oxazolo[3',4':3,4]imidazo[1,2-c]pyrimidin-8(3H)-one FC=1C=C(C=CC1)C#CC=1C=C2N(C(N1)=O)C[C@@H]1N2COC1